BrC1=CC(=C(C=C1F)N1CCN(CC1)C(=O)OC(C)(C)C)F tert-butyl 4-(4-bromo-2,5-difluoro-phenyl)piperazine-1-carboxylate